6-[2-[2-[2-(aminomethyl)-3,3-difluoro-allyl]-3-oxo-[1,2,4]triazolo[4,3-a]pyridin-7-yl]ethynyl]-3,4-dihydro-1H-quinolin-2-one NCC(CN1N=C2N(C=CC(=C2)C#CC=2C=C3CCC(NC3=CC2)=O)C1=O)=C(F)F